6-formyl-N-[4-(trifluoromethoxy)phenyl]isoquinoline-1-carboxamide C(=O)C=1C=C2C=CN=C(C2=CC1)C(=O)NC1=CC=C(C=C1)OC(F)(F)F